tert-Butyl 4-(2-benzoylhydrazino)-3,3-difluoro-piperidine-1-carboxylate C(C1=CC=CC=C1)(=O)NNC1C(CN(CC1)C(=O)OC(C)(C)C)(F)F